FC(C1=CC(=NC(=C1)C(F)(F)F)[C@@]1(CC(=NO1)C1=CC(=C(C(=O)NCC(NCC(F)(F)F)=O)C=C1)C)C(F)(F)F)(F)F |o1:12| rel-(S)-4-(5-(4,6-bis(trifluoromethyl)pyridin-2-yl)-5-(trifluoromethyl)-4,5-dihydroisoxazol-3-yl)-2-methyl-N-(2-oxo-2-((2,2,2-trifluoroethyl)amino)ethyl)benzamide